NC=1C(=NC(=CN1)C1=CC=C(C=C1)C)C(=O)NC1=CC=C(C=C1)S(=O)(=O)C(F)P(OCC)(OCC)=O diethyl (4-(3-amino-6-p-tolylpyrazine-2-carboxamido)phenylsulfonyl)fluoromethylphosphonate